Fmoc-3-(3-benzothienyl)-D-alanine C(=O)(OCC1C2=CC=CC=C2C2=CC=CC=C12)N[C@H](CC1=CSC2=C1C=CC=C2)C(=O)O